[Ni].C(=O)(O)C1=CC=C(C=C1)C=1C2=CC=C(N2)C(=C2C=CC(C(=C3C=CC(=C(C=4C=CC1N4)C4=CC=C(C=C4)C(=O)O)N3)C3=CC=C(C=C3)C(=O)O)=N2)C2=CC=C(C=C2)C(=O)O 5,10,15,20-tetrakis(4-carboxyphenyl)porphyrin nickel